(E)-4-(4-isopropyl-3-methoxystyryl)pyrimidine C(C)(C)C1=C(C=C(/C=C/C2=NC=NC=C2)C=C1)OC